ClC=1N=CC2=C(N1)N(C(=C2)CO)C2CCCC2 chloro-7-cyclopentyl-7H-pyrrolo[2,3-d]pyrimidine-6-methanol